3-(5-((3-((4'-fluoro-5,5-dimethyl-3,4,5,6-tetrahydro-[1,1'-biphenyl]-2-yl)methyl)-3,8-diazabicyclo[3.2.1]octane-8-yl)methyl)-1-oxoisoindolin-2-yl)piperidine FC1=CC=C(C=C1)C1=C(CCC(C1)(C)C)CN1CC2CCC(C1)N2CC=2C=C1CN(C(C1=CC2)=O)C2CNCCC2